C1(CCCCC1)CNCC=1C=CC=2N(C1)C=C(N2)CNC(=O)C=2C=NC1=CC=CC=C1C2 N-[(6-{[(cyclohexyl-methyl)amino]methyl}imidazo[1,2-a]pyridin-2-yl)methyl]quinoline-3-carboxamide